NC1CC=2C=CC(=CC2CC1)N1CC2CCC(C1)N2C(=O)OC(C)(C)C tert-Butyl 3-(6-amino-5,6,7,8-tetrahydronaphthalen-2-yl)-3,8-diazabicyclo[3.2.1]octane-8-carboxylate